OC=1C=C(C=CC1O)C=1OC2=CC(=CC(=C2C(C1)=O)O)O[C@H]1O[C@H]([C@H]([C@@H]([C@H]1O)O)O)O 2-(3,4-dihydroxyphenyl)-5-hydroxy-7-(((2S,3R,4S,5S,6R)-3,4,5-trihydroxy-6-(hydroxy)tetra-hydro-2H-pyran-2-yl)oxy)-4H-chromen-4-one